1-(4-Fluorobenzyl)-3-((3-methoxy-5-(trifluoromethoxy)phenyl)amino)pyrrolidin-2-one FC1=CC=C(CN2C(C(CC2)NC2=CC(=CC(=C2)OC(F)(F)F)OC)=O)C=C1